C(C1=CC(C(=O)OCCCC)=CC=C1)(=O)OCCCC di(n-butyl) isophthalate